(3S)-8-(6-((1-((1R,3S,5S)-adamantan-1-yl)ethyl)amino)-2-aminopyrimidin-4-yl)-2,8-diazaspiro[4.5]decane-3-carboxylic acid C12(CC3CC(CC(C1)C3)C2)C(C)NC2=CC(=NC(=N2)N)N2CCC3(C[C@H](NC3)C(=O)O)CC2